2-(4-chloro-3-fluorophenyl)-N-[4-(4-chlorophenyl)-1-oxophthalazin-2(1H)-yl]acetamide ClC1=C(C=C(C=C1)CC(=O)NN1C(C2=CC=CC=C2C(=N1)C1=CC=C(C=C1)Cl)=O)F